[Cl-].CN(C(CC1CC[NH2+]CC1)=O)C N,N-dimethyl-2-piperidin-1-ium-4-yl-acetamide chloride